CC1(CC1)[C@H]1CN(CCN1)C=1N=NC(=CN1)C1=C(C=C(C=C1)C1=CC=2C(N=C1)=NN(N2)C)O 2-{3-[(3S)-3-(1-methylcyclopropyl)piperazin-1-yl]-1,2,4-triazin-6-yl}-5-(2-methyl-2H-[1,2,3]triazolo[4,5-b]pyridin-6-yl)phenol